BrC1=CC=C(C=C1)S(=O)(=O)C(C)C 1-bromo-4-(isopropylsulfonyl)benzene